BrC=1C=NC=C2C=CC(NC12)=O 8-bromo-1,6-naphthyridine-2(1H)-one